5-bromo-1-(2-fluorobenzyl)-2-oxo-1,2-dihydropyridine-3-carboxylic acid BrC=1C=C(C(N(C1)CC1=C(C=CC=C1)F)=O)C(=O)O